tetrapentanediol diacrylate C(C=C)(=O)O.C(C=C)(=O)O.C(CCCC)(O)O.C(CCCC)(O)O.C(CCCC)(O)O.C(CCCC)(O)O